N-(3-chloro-2-fluoro-phenyl)-7-[2-(3-fluoro-1-methyl-pyrrolidin-3-yl)ethynyl]-6-nitro-quinazolin-4-amine ClC=1C(=C(C=CC1)NC1=NC=NC2=CC(=C(C=C12)[N+](=O)[O-])C#CC1(CN(CC1)C)F)F